1-(6-Chloro-1H-pyrazolo[4,3-c]pyridin-3-yl)-3-fluoropyrrolidine-3-carbonitrile ClC1=CC2=C(C=N1)C(=NN2)N2CC(CC2)(C#N)F